6-({3-[4-(1,3-Dioxolan-2-yl)piperidin-1-yl]phenyl}amino)-N-[(1R,2S)-2-fluorocyclopropyl]-8-{[(4-methoxyphenyl)methyl](methyl)amino}imidazo[1,2-b]pyridazine-3-carboxamide O1C(OCC1)C1CCN(CC1)C=1C=C(C=CC1)NC=1C=C(C=2N(N1)C(=CN2)C(=O)N[C@H]2[C@H](C2)F)N(C)CC2=CC=C(C=C2)OC